BrC1=CC=CC(=N1)C=1CCN(CC1)CC1=NC2=C(N1C[C@H]1OCC1)C=C(C=C2)C(=O)OC methyl (S)-2-((6-bromo-3',6'-dihydro-[2,4'-bipyridin]-1'(2'H)-yl)methyl)-1-(oxetan-2-ylmethyl)-1H-benzo[d]imidazole-6-carboxylate